C[C@H]1C(=C(O[C@]1(C(F)(F)F)C)C(=O)OCC)C1=CC=C(C=2OC(OC21)(F)F)F |r| Ethyl rac-(4S,5R)-4,5-dimethyl-3-(2,2,7-trifluorobenzo[d][1,3]dioxol-4-yl)-5-(trifluoromethyl)-4,5-dihydrofuran-2-carboxylate